Cl.N(=[N+]=[N-])C[C@H]([C@H](CC)C)N (2S,3S)-1-azido-3-methylpentan-2-amine hydrochloride